C(CC)C1C(C2C=CC1C2)C=O 3-propylbicyclo[2.2.1]-hept-5-en-2-carbaldehyde